N1=C(C=CC=C1)C1=NC=CC=C1.[Tb+3] terbium (III) bipyridine